N,N-dimethyl-1-(6-(4,4,5,5-tetramethyl-1,3,2-dioxaborolan-2-yl)chroman-8-yl)methanamine CN(CC=1C=C(C=C2CCCOC12)B1OC(C(O1)(C)C)(C)C)C